7'-[4-[4-(difluoromethoxy)phenyl]-2,6-difluoro-phenyl]-3'-iodo-spiro[cyclopropane-1,5'-imidazo[1,2-a]imidazole]-6'-one FC(OC1=CC=C(C=C1)C1=CC(=C(C(=C1)F)N1C(C2(N3C1=NC=C3I)CC2)=O)F)F